CC1=CC=C(C=C1)S(=O)(=O)NN p-toluenesulfonhydrazide